4-(6,8-difluoro-2-(((2R,7aS)-2-fluorotetrahydro-1H-pyrrolizin-7a(5H)-yl)methoxy)-4-(2,2,2-trifluoroethoxy)quinazolin-7-yl)-5-ethyl-6-fluoronaphthalen-2-ol FC=1C=C2C(=NC(=NC2=C(C1C1=CC(=CC2=CC=C(C(=C12)CC)F)O)F)OC[C@]12CCCN2C[C@@H](C1)F)OCC(F)(F)F